NCC1=C(C(=CC=C1)Cl)CO (2-(aminomethyl)-6-chlorophenyl)methanol